2-Ethynyl-N-(quinolin-2-ylmethyl)thiazole-4-carboxamide tert-butyl-N-[(2R)-2-hydroxy-2-[(5R)-3-(4-methoxyphenyl)-2-oxo-oxazolidin-5-yl]ethyl]carbamate C(C)(C)(C)OC(NC[C@H]([C@H]1CN(C(O1)=O)C1=CC=C(C=C1)OC)O)=O.C(#C)C=1SC=C(N1)C(=O)NCC1=NC2=CC=CC=C2C=C1